4-((5-(1-(pyridin-3-ylmethyl)-1H-pyrazol-3-yl)-[1,1'-biphenyl]-3-yl)amino)tetrahydro-2H-thiopyran 1,1-dioxide N1=CC(=CC=C1)CN1N=C(C=C1)C=1C=C(C=C(C1)C1=CC=CC=C1)NC1CCS(CC1)(=O)=O